4-(3,3-difluoropyrrolidin-1-yl)-2-((1s,4s)-1-(hydroxymethyl)-7-azabicyclo[2.2.1]heptane-7-carbonyl)-4-methylpent-2-enenitrile FC1(CN(CC1)C(C=C(C#N)C(=O)N1C2(CCC1CC2)CO)(C)C)F